(R)-1-(8,9-difluoro-6-oxo-1,2,3,4,5,6-hexahydrophenanthridin-1-yl)-3-(4-fluorophenyl)-1-methylurea FC=1C=C2C(NC=3CCC[C@H](C3C2=CC1F)N(C(=O)NC1=CC=C(C=C1)F)C)=O